acryloyloxyethyl-1,2,4,5-benzenetetracarboxylic acid C(C=C)(=O)OCCC1=C(C(=CC(=C1C(=O)O)C(=O)O)C(=O)O)C(=O)O